C(C)(=O)N1C2=CC=C(C=C2OC=2C=C(C=CC12)O)O 10-acetyl-3,7-dihydroxy-phenoxazine